FC1=C(C(=CC=C1)OC)C1=NC=CC2=C1CN(C2=O)C2=NC(=CC(=C2)C)N2C[C@@H](NCC2)CO 4-(2-fluoro-6-methoxyphenyl)-2-(6-((R)-3-(hydroxymethyl)piperazin-1-yl)-4-methylpyridin-2-yl)-2,3-dihydro-1H-pyrrolo[3,4-c]pyridin-1-one